1,1-bis(1,2,2,6,6-pentamethyl-4-piperidyloxycarbonyl)-2-(4-methoxyphenyl)ethene Delta-aminopentanoate NCCCCC(=O)O.CN1C(CC(CC1(C)C)OC(=O)C(=CC1=CC=C(C=C1)OC)C(=O)OC1CC(N(C(C1)(C)C)C)(C)C)(C)C